8-(4-fluorophenyl)-6-methyl-3-(4-(3-(4-methylpiperazin-1-yl)propoxy)phenyl)pyrimido[5,4-e][1,2,4]triazin-5,7(6H,8H)-dione FC1=CC=C(C=C1)N1C(N(C(C=2N=C(N=NC21)C2=CC=C(C=C2)OCCCN2CCN(CC2)C)=O)C)=O